4-[[3-[4-(cyanomethoxy)-2,3-difluoro-phenyl]imidazo[1,2-a]pyrazin-8-yl]amino]-N-[2-[2-(dimethylamino)ethoxy]ethyl]-2-ethyl-benzamide C(#N)COC1=C(C(=C(C=C1)C1=CN=C2N1C=CN=C2NC2=CC(=C(C(=O)NCCOCCN(C)C)C=C2)CC)F)F